1,2,4,5,7,8-hexaoxononane O=CC(CC(C(CC(C(C)=O)=O)=O)=O)=O